2-({6-[(1,3-benzothiazol-2-yl)amino]-4,5-dimethylpyridazin-3-yl}amino)-5-(3-{4-[3-(dimethylamino)propyl]-2-fluorophenoxy}propyl)-1,3-thiazole-4-carboxylic acid S1C(=NC2=C1C=CC=C2)NC2=C(C(=C(N=N2)NC=2SC(=C(N2)C(=O)O)CCCOC2=C(C=C(C=C2)CCCN(C)C)F)C)C